tert-butyl N-[1-[[3-(4-chlorobenzoyl)-4,5-dimethyl-2-thienyl]carbamoyl] cyclopropyl]carbamate ClC1=CC=C(C(=O)C2=C(SC(=C2C)C)NC(=O)C2(CC2)NC(OC(C)(C)C)=O)C=C1